C(C)(C)N1N=CC(=C1)C1=CC(=NC=N1)N(C(=O)[C@@H]1CC[C@H](CC1)CC(=O)O)CC12CCC(CC1)(CC2)C2=CC(=C(C=C2)OC)C trans-2-(4-((6-(1-Isopropyl-1H-pyrazol-4-yl)pyrimidin-4-yl)((4-(4-methoxy-3-methylphenyl)bicyclo[2.2.2]octan-1-yl)methyl)carbamoyl)cyclohexyl)acetic acid